N-(5-amino-2-(trifluoromethyl)pyridin-3-yl)-2-(1-methyl-1H-pyrazol-4-yl)-1H-pyrrolo[2,3-b]pyridine-5-carboxamide NC=1C=C(C(=NC1)C(F)(F)F)NC(=O)C=1C=C2C(=NC1)NC(=C2)C=2C=NN(C2)C